2-(1-(tetrahydro-2H-pyran-2-yl)-1H-pyrazol-4-yl)quinoxaline O1C(CCCC1)N1N=CC(=C1)C1=NC2=CC=CC=C2N=C1